FC1=C(C(=C(C=C1OC)OC)F)N1C(N(C2=C(C1)C=NC1=C2C(=CN1)C1=CC=C(C=C1)OC)CC)=S 3-(2,6-difluoro-3,5-dimethoxyphenyl)-1-ethyl-9-(4-methoxyphenyl)-1,3,4,7-tetrahydro-2H-pyrrolo[3',2':5,6]pyrido[4,3-d]pyrimidine-2-thione